[I-].CN1CC(C1)[Zn+] 1-methylazetidin-3-yl-zinc iodide